1-(6-Fluoro-2,3-dimethylphenyl)ethanol FC1=CC=C(C(=C1C(C)O)C)C